(S)-N-[(1R)-1-[2-fluoro-3-(1-methylcyclopropyl)phenyl]ethyl]-2-methyl-propane-2-sulfinamide FC1=C(C=CC=C1C1(CC1)C)[C@@H](C)N[S@@](=O)C(C)(C)C